(S)-2-Methyl-4-oxopyrrolidine-2-carboxylic acid methyl ester COC(=O)[C@]1(NCC(C1)=O)C